N-(4-(4-amino-1-(tetrahydrofuran-3-yl)-1H-pyrazolo[3,4-d]pyrimidin-3-yl)phenyl)-5-(4-Fluorophenyl)-1-(2-methoxyethyl)-4-oxo-1,4-dihydropyridazine-3-carboxamide NC1=C2C(=NC=N1)N(N=C2C2=CC=C(C=C2)NC(=O)C2=NN(C=C(C2=O)C2=CC=C(C=C2)F)CCOC)C2COCC2